4-Amino-1-[4-[4-[6-chloro-4-[difluoro(3-pyridyl)methyl]-2-pyridyl]piperazin-1-yl]sulfonylphenyl]pyrrolidin-2-one NC1CC(N(C1)C1=CC=C(C=C1)S(=O)(=O)N1CCN(CC1)C1=NC(=CC(=C1)C(C=1C=NC=CC1)(F)F)Cl)=O